COC=1C(=CC2=CN(N=C2C1)[C@@H]1[C@H](CC2(OCCO2)CC1)C)C(=O)OC methyl 6-methoxy-2-((7S,8S)-7-methyl-1,4-dioxaspiro[4.5]decan-8-yl)-2H-indazole-5-carboxylate